ClC=1N=C(C2=C(N1)C=CC(=N2)Cl)N2[C@@H](COCC2)C (R)-4-(2,6-dichloropyrido[3,2-d]pyrimidin-4-yl)-3-methylmorpholine